N1C=CC2=C(C=CC=C12)C=1N=C(C(N(C1)C=1C=NN(C1)C)=O)N1[C@@H](COCC1)C (R)-5-(1H-indol-4-yl)-1-(1-methyl-1H-pyrazol-4-yl)-3-(3-methylmorpholino)pyrazin-2(1H)-one